CC(C(CCCCCCC)=O)=O.[Co] cobalt decanedione